sodium bisulfite potassium metabisulfite S(=O)(=O)([O-])S(=O)[O-].[K+].S(O)(O)=O.[Na+]